7-chloro-6-fluoro-1-methyl-3,4-dihydro-2H-quinoxaline ClC1=C(C=C2NCCN(C2=C1)C)F